NC1=C(C(=NN1C1(CC1)C)C1=C(C=C(C=C1)C(C)C(NC1=CC(=NO1)C12CCC(CC1)(C2)C(F)(F)F)=O)F)C(=O)N 5-Amino-3-[2-fluoro-4-[1-([3-[4-(trifluoromethyl)bicyclo[2.2.1]heptan-1-yl]-1,2-oxazol-5-yl]carbamoyl)ethyl]phenyl]-1-(1-methylcyclopropyl)pyrazole-4-carboxamide